{2-[(3-{hydroxy}propyl)amino]-4-(pyridin-3-yl)phenyl}carbamic acid tert-butyl ester C(C)(C)(C)OC(NC1=C(C=C(C=C1)C=1C=NC=CC1)NCCCO)=O